2,4-dichloro-5-(iodomethyl)pyrimidine tert-butyl(4-(4-(((2S,4R)-2-methyl-1-propionyl-1,2,3,4-tetrahydroquinolin-4-yl)amino)piperidin-1-yl)-4-oxobut-2-yn-1-yl)carbamate C(C)(C)(C)N(C(O)=O)CC#CC(=O)N1CCC(CC1)N[C@@H]1C[C@@H](N(C2=CC=CC=C12)C(CC)=O)C.ClC1=NC=C(C(=N1)Cl)CI